O1C(OCC1)C1=C(C=CC=C1OCC1=CC=C(C=C1)OC)C1=NN(C(=C1)C(=O)OC)C1CC1 methyl 3-(2-(1,3-dioxolan-2-yl)-3-((4-methoxybenzyl)oxy)phenyl)-1-cyclopropyl-1H-pyrazole-5-carboxylate